C(CC(=O)C)(=O)NC(=C(C(=O)[O-])C)CC acetoacetamido-ethyl(methyl)acrylate